O=C1NC(CCC1OC1=CC(=C(C=C1)C1CCN(CC1)CC(=O)OC(C)(C)C)OS(=O)(=O)F)=O tert-butyl 2-[4-[4-[(2,6-dioxo-3-piperidyl)oxy]-2-fluorosulfonyloxy-phenyl]-1-piperidyl]acetate